FC1=CC=C(/C=C/C2=CC=C3C(C(COC3=C2)(C)C)NC(O[C@@H]2CN3CCC2CC3)=O)C=C1 (S)-quinuclidin-3-yl (7-((E)-4-fluorostyryl)-3,3-dimethylchroman-4-yl)carbamate